NC1=NOC2=C1C=C(C(=C2)C2CCN(CC2)C(=O)OC(C)(C)C)F tert-butyl 4-(3-amino-5-fluorobenzo[d]isoxazol-6-yl)piperidine-1-carboxylate